4-(2-furyl)-2-(2-methoxyethylamino)-6-methylsulfonyl-pyrimidine-5-carboxylic acid ethyl ester C(C)OC(=O)C=1C(=NC(=NC1S(=O)(=O)C)NCCOC)C=1OC=CC1